di(isopropyl) phenyl phosphate P(=O)(OC(C)C)(OC(C)C)OC1=CC=CC=C1